3-(4-carboxy-2,5-dihydroxybenzoylamino)picolinic acid C(=O)(O)C1=CC(=C(C(=O)NC=2C(=NC=CC2)C(=O)O)C=C1O)O